sodium 4-[2-[(1E,3E,5E,7Z)-7-[1,1-dimethyl-3-(4-sulfonatobutyl)benzo[e]indol-2-ylidene]hepta-1,3,5-trienyl]-1,1-dimethylbenzo[e]indol-3-ium-3-yl]butane-1-sulfonate CC1(/C(/N(C=2C=CC3=C(C12)C=CC=C3)CCCCS(=O)(=O)[O-])=C/C=C/C=C/C=C/C3=[N+](C=1C=CC2=C(C1C3(C)C)C=CC=C2)CCCCS(=O)(=O)[O-])C.[Na+]